CC1(CC2=C(N=C(S2)C(=O)[O-])CC1)C 6,6-dimethyl-4,5,6,7-tetrahydrobenzo[d]thiazole-2-carboxylate